COC=1C=C(C=C(C1)OC)NC1CN(CC1)C(CCCCC[C@H]1NC(N[C@H]1C)=O)=O (4R,5S)-4-(6-(3-((3,5-Dimethoxyphenyl)amino)pyrrolidin-1-yl)-6-oxohexyl)-5-methylimidazolidin-2-one